((1s,3s)-3-hydroxy-3-methylcyclobutyl)(7-((5-(trifluoromethyl)pyrimidin-2-yl)oxy)-2-azaspiro[3.5]non-2-yl)methanone OC1(CC(C1)C(=O)N1CC2(C1)CCC(CC2)OC2=NC=C(C=N2)C(F)(F)F)C